(4-(Cyclohexyloxy)phenyl)-2-(hydroxymethyl)-5,5-dimethyl-4-(methylamino)-5,7-dihydro-6H-pyrrolo[2,3-d]pyrimidin-6-one C1(CCCCC1)OC1=CC=C(C=C1)N1C(C(C2=C1N=C(N=C2NC)CO)(C)C)=O